FC(CN1N=CC2=C1N=C(N(C2=O)C)N2CCC1(CCN(C1)C=1C=NC(=CC1)C(F)(F)F)CC2)F 1-(2,2-difluoroethyl)-5-methyl-6-(2-(6-(trifluoromethyl)pyridin-3-yl)-2,8-diazaspiro[4.5]decan-8-yl)-1,5-dihydro-4H-pyrazolo[3,4-d]pyrimidin-4-one